potassium (4-cyanophenyl)trifluoroborate C(#N)C1=CC=C(C=C1)[B-](F)(F)F.[K+]